1-bromo-2,3-difluoro-4-methoxy-5-nitrobenzene BrC1=C(C(=C(C(=C1)[N+](=O)[O-])OC)F)F